OC=1C(=C(C2=CC=CC=C2C1)P1(OC2=CC=CC=C2C=2C=CC=CC12)=O)O 10-(dihydroxynaphthyl)-10H-9-oxa-10-phosphaphenanthrene-10-oxide